ClC=1C(=CC2=C(N(C(N=C2N2[C@H](CN[C@@H](C2)C)C)=O)C=2C(=NC=NC2C(C)C)C(C)C)N1)F 7-chloro-1-(4,6-diisopropylpyrimidin-5-yl)-4-((2s,5r)-2,5-dimethylpiperazin-1-yl)-6-fluoropyrido[2,3-d]Pyrimidin-2(1H)-one